ClC1=CC=C(CN2C3(CCN(C3)C(=O)C3COC3)C(N(CC2=O)C2=C(C=C(C#N)C=C2)F)=O)C=C1 4-(6-(4-chlorobenzyl)-2-(oxetane-3-carbonyl)-7,10-dioxo-2,6,9-triazaspiro-[4.5]decan-9-yl)-3-fluorobenzonitrile